4-(5-Methyl-1-phenyl-3,4-dihydro-1H-isoquinolin-2-yl)-4-oxo-N-propylbutyric acid amide CC1=C2CCN(C(C2=CC=C1)C1=CC=CC=C1)C(CCC(=O)NCCC)=O